2-acrylamido-2-methylpropanesulfonic acid, calcium salt [Ca+2].C(C=C)(=O)NC(CS(=O)(=O)[O-])(C)C.C(C=C)(=O)NC(CS(=O)(=O)[O-])(C)C